2-Methylpropanoic acid 4-formyl-2-methoxyphenyl ester C(=O)C1=CC(=C(C=C1)OC(C(C)C)=O)OC